O[C@@H](CNC1=NC(=CC(=C1)C=1C=C(C=CC1C)NC(=O)N1C[C@@H](CC1)CC(F)(F)F)N1CCOCC1)CO (S)-N-(3-(2-(((S)-2,3-dihydroxypropyl)amino)-6-morpholinopyridin-4-yl)-4-methylphenyl)-3-(2,2,2-trifluoroethyl)pyrrolidine-1-carboxamide